3,6-dibromobenzocyclobutene BrC12C(CC1)C=C(C=C2)Br